C(CCCCCCCCCCC)OS(=O)(=O)O lauryl-hydroxysulfonic acid